tert-butyl 1-(2,2,2-trifluoroacetyl)-1,9-diazaspiro[4.5]decane-9-carboxylate FC(C(=O)N1CCCC12CCCN(C2)C(=O)OC(C)(C)C)(F)F